N1(CCNCC1)C1=NC=CC=C1O (piperazin-1-yl)pyridin-3-ol